ClC=1C=CC2=C(C(CC(O2)C(=O)NC2CCC(CC2)NC(COC2=CC(=C(C=C2)Cl)F)=O)O)C1 6-chloro-N-{(1r,4r)-4-[2-(4-chloro-3-fluorophenoxy)acetamido]cyclohexyl}-4-hydroxy-3,4-dihydro-2H-1-benzopyran-2-carboxamide